4-(4-amino-6-(4-methacrylamido-phenyl)pyrrolo[2,1-f][1,2,4]triazin-5-yl)-N-(2-hydroxy-2-methylpropyl)benzamide NC1=NC=NN2C1=C(C(=C2)C2=CC=C(C=C2)NC(C(=C)C)=O)C2=CC=C(C(=O)NCC(C)(C)O)C=C2